NC1=C2C(=NC=N1)N(N=C2C2=CC=C(C=C2)OC2=CC=CC=C2)[C@H]2CN(CCC2)C2CCN(CC2)CCN2CCC(CC2)C=2C=C1C(N(C(C1=CC2)=O)C2C(NC(CC2)=O)=O)=O 5-(1-(2-((R)-3-(4-amino-3-(4-phenoxyphenyl)-1H-pyrazolo[3,4-d]pyrimidin-1-yl)-[1,4'-bipiperidin]-1'-yl)ethyl)piperidin-4-yl)-2-(2,6-dioxopiperidin-3-yl)isoindoline-1,3-dione